methyl 5'-((5-amino-6-chloropyrimidin-4-yl) amino)-2'-fluoro-4'-(4-methylpiperazin-1-yl)-[1,1'-biphenyl]-4-carboxylate NC=1C(=NC=NC1Cl)NC=1C(=CC(=C(C1)C1=CC=C(C=C1)C(=O)OC)F)N1CCN(CC1)C